3-chlorodec-1-yne ClC(C#C)CCCCCCC